CN1C(C(CCC1(C)C)C(C(=O)[O-])(CCCCCCCC(=O)[O-])C1C(N(C(CC1)(C)C)C)(C)C)(C)C bis-(1,2,2,6,6-pentamethylpiperidyl)sebacate